C(N)(OCC=1SC=CC1)=O thiophen-2-ylmethyl carbamate